diisopropoxydivinyl-silane C(C)(C)O[Si](C=C)(C=C)OC(C)C